5-(N-isopropyl-3-cyanoindol-5-yl)isoxazole-3-carboxylic acid ethyl ester C(C)OC(=O)C1=NOC(=C1)C=1C=C2C(=CN(C2=CC1)C(C)C)C#N